The molecule is a hydroxy fatty acid anion that is the conjugate base of (R)-2-hydroxylignoceric acid, obtained by deprotonation of the carboxy group. It is a very long-chain fatty acid anion and a (2R)-2-hydroxy fatty acid anion. It is a conjugate base of a (R)-2-hydroxylignoceric acid. CCCCCCCCCCCCCCCCCCCCCC[C@H](C(=O)[O-])O